FC(C1=NC(=C2C=C(N=CC2=C1)N[C@@H]1CN(CCC1)C(=O)OC(C)(C)C)O[C@H]1COCC1)F tert-Butyl (S)-3-((7-(difluoromethyl)-5-(((R)-tetrahydrofuran-3-yl)oxy)-2,6-naphthyridin-3-yl)amino)piperidine-1-carboxylate